COC1=NC(=CC=C1NC=C(C(=O)OCC)C(=O)OCC)C diethyl 2-(((2-methoxy-6-methylpyridin-3-yl)amino)methylene)malonate